ClC=1N=C2N(C=C(C(=C2)OC(C)C)C(=O)O)C1 2-chloro-7-isopropoxylimidazo[1,2-a]pyridine-6-carboxylic acid